N1=C(C=CC=C1)C1=CC=C(C=C1)O 4-(pyridin-2-yl)phenol